BrC1=C2C(=C(N=C1)OC)N(C(=C2)CNC(C)C)COCC[Si](C)(C)C N-[(4-bromo-7-methoxy-1-{[2-(trimethylsilyl)ethoxy]methyl}-1H-pyrrolo[2,3-c]pyridin-2-yl)methyl]propan-2-amine